N=1SC=C2C1C=CC=C2 benzo[c]isothiazol